4-[2-(4-chloro-3-methyl-phenyl)ethyl]piperidine ClC1=C(C=C(C=C1)CCC1CCNCC1)C